FC(C1CN(CCC1)C1=NOC(=N1)[C@H](C)NC(OC(C)(C)C)=O)(F)F tert-butyl N-[(1S)-1-[3-[3-(trifluoromethyl)-1-piperidyl]-1,2,4-oxadiazol-5-yl]ethyl]carbamate